3-(5-((2-(((cis-3-methoxycyclobutyl)methyl)amino)cyclohexyl)oxy)-1-oxoisoindolin-2-yl)piperidine-2,6-dione CO[C@H]1C[C@H](C1)CNC1C(CCCC1)OC=1C=C2CN(C(C2=CC1)=O)C1C(NC(CC1)=O)=O